C(C)(=O)[O-].C(C)(=O)[O-].[Sn+2] tin diacetate